[O-]CCC.[O-]CCC.[O-]CCC.[O-]CCC.[O-]CCC.[Nb+5] niobium pentan-propoxide